2-(isoxazole-5-carbonyl)-8,8-dimethyl-7-oxo-2-azaspiro[3.5]non-5-ene-6-carbonitrile O1N=CC=C1C(=O)N1CC2(C1)C=C(C(C(C2)(C)C)=O)C#N